methoxy-N-methyl-3-oxabicyclo[3.1.0]hexane-6-carboxamide COC12COCC2C1C(=O)NC